CN1N=NC(=C1COC(=O)OC1=CC=C(C=C1)[N+](=O)[O-])C=1C=C(C(=NC1)O[C@@H]1C[C@H](CCC1)C(=O)OC(C)C)C(F)(F)F Isopropyl (1S,3S)-3-((5-(1-methyl-5-((((4-nitrophenoxy)carbonyl)oxy)methyl)-1H-1,2,3-triazol-4-yl)-3-(trifluoromethyl)pyridin-2-yl)oxy)cyclohexane-1-carboxylate